FC1=NC(=NC(=N1)F)F 2,4,6-trifluoro-s-triazine